ClC1=CC(=C(C=C1Cl)[C@H]1[C@H](CNCC1)C(=O)N)O |o1:8,9| (3R,4R)-rel-4-(4,5-dichloro-2-hydroxyphenyl)piperidine-3-carboxamide